BrC1=C(C=C(OC[C@H](C(=O)OC(C)(C)C)O)C=C1)F tert-butyl (R)-3-(4-bromo-3-fluorophenoxy)-2-hydroxypropanoate